FC1=CC=C(C=C1)N1N=CC2=C1C=C1CCN(C[C@]1(C2)C(=O)C2=NC=CC=C2)S(=O)(=O)C2=NN(N=C2)C(C)C (R)-(1-(4-fluorophenyl)-6-((2-isopropyl-2H-1,2,3-triazol-4-yl)sulfonyl)-4,4a,5,6,7,8-hexahydro-1H-pyrazolo[3,4-g]isoquinolin-4a-yl)(pyridin-2-yl)methanone